C(=O)(O)CCN(CCC(=O)O)C1=CC=C(C=C1)C N-(2-carboxyethyl)-N-(4-methylphenyl)-beta-alanine